((R)-1-(((R)-1-(methylamino)-1-oxo-3-(tritylthio)prop-2-yl)amino)-1-oxo-3-(tritylthio)prop-2-yl)carbamic acid CNC([C@H](CSC(C1=CC=CC=C1)(C1=CC=CC=C1)C1=CC=CC=C1)NC([C@H](CSC(C1=CC=CC=C1)(C1=CC=CC=C1)C1=CC=CC=C1)NC(O)=O)=O)=O